1-octadecyl-2-(6Z,9Z,12Z,15Z-octadecatetraenoyl)-glycero-3-phosphoserine CCCCCCCCCCCCCCCCCCOC[C@H](COP(=O)(O)OC[C@@H](C(=O)O)N)OC(=O)CCCC/C=C\C/C=C\C/C=C\C/C=C\CC